2-[(1Z)-5-fluoro-2-methyl-1-{[4-(2,4,5-trifluorophenoxy)phenyl]Methylene}-1H-inden-3-yl]Acetic acid FC=1C=C2C(=C(/C(/C2=CC1)=C/C1=CC=C(C=C1)OC1=C(C=C(C(=C1)F)F)F)C)CC(=O)O